C(C)(C)(C)OC(=O)N1[C@H](CC[C@@H](C1)C)C1=CC(=CC=C1)O.C(C1=CC=CC=C1)OC(=O)N1CCC(CC1)OC=1C=C(C=CC1)[C@@H]1N(C[C@H](CC1)C)C(=O)OC(C)(C)C (2R,5S)-tert-butyl 2-(3-((1-((benzyloxy)carbonyl)piperidin-4-yl)oxy)phenyl)-5-methylpiperidine-1-carboxylate tert-Butyl-(2R,5S)-2-(3-hydroxyphenyl)-5-methyl-piperidine-1-carboxylate